benzyl (2-(3-(6-chloro-3-neopentyl-4-oxo-3,4-dihydroquinazolin-2-yl)-1-methylpiperidin-2-yl)ethyl)carbamate ClC=1C=C2C(N(C(=NC2=CC1)C1C(N(CCC1)C)CCNC(OCC1=CC=CC=C1)=O)CC(C)(C)C)=O